tert-Butyl 4-[2,4-dioxo-3,4-dihydro-1H-naphtho[2,1-b][1,4]diazepin-5(2H)-yl]-2-methoxyphenylcarbamate O=C1NC2=C(N(C(C1)=O)C1=CC(=C(C=C1)NC(OC(C)(C)C)=O)OC)C=CC1=CC=CC=C12